N-{(2S)-4-chloro-3-oxo-1-[(3S)-2-oxopiperidin-3-yl]butan-2-yl}-L-leucinamide hydrogen chloride salt Cl.ClCC([C@H](C[C@H]1C(NCCC1)=O)NC([C@@H](N)CC(C)C)=O)=O